FC(C1=CC=C(C=C1)C1=NC=C(C=N1)C(CCC)N1C=NC=C1C(=O)OC)(F)F Methyl 1-(1-(2-(4-(trifluoromethyl) phenyl) pyrimidin-5-yl) butyl)-1H-imidazole-5-carboxylate